N-{2-{[2-(dimethylamino)ethyl](methyl)amino}-6-isopropyloxy-5-{[4-(1-methyl-5,6-difluoro-1H-indol-3-yl)pyrimidin-2-yl]amino}pyridin-3-yl}acrylamide CN(CCN(C1=NC(=C(C=C1NC(C=C)=O)NC1=NC=CC(=N1)C1=CN(C2=CC(=C(C=C12)F)F)C)OC(C)C)C)C